ClC=1C=C(OC=2C=CC(=C3C=CC=NC23)CNC(C=C)=O)C=CC1Cl N-[{8-(3,4-Dichlorophenoxy)quinolin-5-yl}methyl]acrylamide